IC=1N(C=2C=CC=C(C2C1)NC1CCNCC1)CC(F)(F)F 2-iodo-N-(piperidin-4-yl)-1-(2,2,2-trifluoroethyl)-1H-indol-4-amine